C(CCC)C1(CS(C2=C(N(C1)C1=CC=CC=C1)C=C(C(=C2)OCC(=O)O)N(C)C)(=O)=O)CC 2-((3-butyl-7-(dimethylamino)-3-ethyl-1,1-dioxido-5-phenyl-2,3,4,5-tetrahydro-1,5-benzothiazepin-8-yl)oxy)acetic acid